(S,E)-N-(1-(1-(2-(2-Adamantylamino)-2-oxoethyl)-2-oxo-1,2-dihydropyridin-3-ylamino)-6-(methylsulfonyl)-1-oxohex-5-en-2-yl)-1-methyl-1H-imidazol-5-carboxamid C12C(C3CC(CC(C1)C3)C2)NC(CN2C(C(=CC=C2)NC([C@H](CC\C=C\S(=O)(=O)C)NC(=O)C2=CN=CN2C)=O)=O)=O